OCCC[N+]1=C(NC=C1)C hydroxypropyl-methylimidazolium